COC(=O)C1CC(C1)(F)C1=CC(=CC=C1)CC#N 3-(3-(cyanomethyl)phenyl)-3-fluorocyclobutane-1-carboxylic acid methyl ester